ClC=1N=C(C2=C(N1)C1=C(S2)C=CC=C1)C1=CC2=CC=CC=C2C=C1 2-Chloro-4-(naphthalen-2-yl)benzo[4,5]thieno[3,2-d]pyrimidine